methyl 3-((3-methyl-1,2,4-thiadiazol-5-yl)sulfonyl)propanoate CC1=NSC(=N1)S(=O)(=O)CCC(=O)OC